di-tert-butyl 2,2'-(5-chloro-2-(prop-1-en-2-yl)-1,3-phenylene)diacetate ClC=1C=C(C(=C(C1)CC(=O)OC(C)(C)C)C(=C)C)CC(=O)OC(C)(C)C